tert-butyl (2S,4R)-4-(4-amino-6-bromo-5-(((R)-1-phenylethyl) carbamoyl)-7H-pyrrolo[2,3-d]pyrimidin-7-yl)-2-ethylpyrrolidine-1-carboxylate NC=1C2=C(N=CN1)N(C(=C2C(N[C@H](C)C2=CC=CC=C2)=O)Br)[C@@H]2C[C@@H](N(C2)C(=O)OC(C)(C)C)CC